N1CCC[C@]12CN(CCC2)C2=NC1=C(N2CC2=CC=C(C=N2)C#N)C=CC=C1 |r| 6-((2-((SR)-1,7-Diazaspiro[4.5]decan-7-yl)-1H-benzimidazol-1-yl)methyl)-3-pyridincarbonitril